N-(5-methyl-1H-pyrazol-3-yl)pyrimidin-4-amine CC1=CC(=NN1)NC1=NC=NC=C1